FC=1C=2N(C=C(C1)NC(=O)C1=CC=C(C3=CN(N=C13)C)N1C[C@H](CC1)NC1(CC1)CF)C=C(N2)C N-{8-fluoro-2-methylimidazo[1,2-a]pyridin-6-yl}-4-[(3S)-3-{[1-(fluoromethyl)cyclopropyl]amino}pyrrolidin-1-yl]-2-methylindazole-7-carboxamide